C1(CC2C(CC1)O2)CCC[Si](OCC)(OCC)OCC (3,4-epoxycyclohexyl)propyl-triethoxysilane